OCC(CCCCCCCCC(=O)OC(CCCCCCCC)CCCCCCCCC)CO octadecan-9-yl 11-hydroxy-10-(hydroxymethyl)undecanoate